C(C)(C)[Si](N1C=CC2=CC=C(C=C12)S(=O)(=O)N1CC(CC1)OC1=CC=C(C=C1)O)(C(C)C)C(C)C 4-[1-(1-triisopropylsilylindol-6-yl)sulfonylpyrrolidin-3-yl]oxyphenol